2,2,2-Trifluoroethylacrylate FC(COC(C=C)=O)(F)F